OC1=C(C2=CC=CC=C2C=C1)C=1NC=C(N1)C1=CC=CC=C1 2-(2-hydroxynaphthalen-1-yl)-4(s)-phenylimidazole